1,3-bis(2,6-dimethyl-4-aminophenoxy)benzene CC1=C(OC2=CC(=CC=C2)OC2=C(C=C(C=C2C)N)C)C(=CC(=C1)N)C